ethyl 3-amino-5-(tetrahydro-2H-pyran-4-yl)benzoate NC=1C=C(C(=O)OCC)C=C(C1)C1CCOCC1